2-(tetrahydro-2H-pyran-2-yl)-1,6-dihydroimidazo[4,5-d]Pyrrolo[2,3-b]Pyridine O1C(CCCC1)C1=NC=2C(=C3C(=NC2)NC=C3)N1